BrC1=C2C=NNC2=CC2=C1[C@@H](CC2(F)F)C |r| racemic-4-bromo-7,7-difluoro-5-methyl-1,5,6,7-tetrahydrocyclopenta[f]indazole